C(#N)C1=C(C=C(C=N1)NC([C@@](C(=O)O)(C)O)=O)C(F)(F)F (2R)-3-[[6-cyano-5-(trifluoromethyl)-pyridin-3-yl]amino]-2-hydroxy-2-methyl-3-oxopropanoic acid